chloro-acetic acid ClCC(=O)O